(R,E)-1-(3-(4-(4-(2-amino-4-(difluoromethyl)pyrimidin-5-yl)-6-morpholino-1,3,5-triazin-2-yl)piperazine-1-carbonyl)pyrrolidin-1-yl)oct-6-ene-1,5-dione NC1=NC=C(C(=N1)C(F)F)C1=NC(=NC(=N1)N1CCOCC1)N1CCN(CC1)C(=O)[C@H]1CN(CC1)C(CCCC(\C=C\C)=O)=O